C(CC)(=O)C=1C=C2C=CC(=CC2=CC1)N(C)C 6-propionyl-2-(N,N-dimethylamino)naphthalene